CN(C(=O)[C@@H]1CN(CC[C@H]1NC(=O)C1=NOC(=C1)C1=C(C=C(C=C1)F)F)[C@@H]([C@@H](C)O)C)CCC1=CC=CC=C1 (3R,4R)-4-{[5-(2,4-difluoro-phenyl)-isoxazole-3-carbonyl]-amino}-1-((1R,2R)-2-hydroxy-1-methyl-propyl)-piperidine-3-carboxylic acid methyl-phenethyl-amide